ClC1=C(C=CC=C1)C=1N=C(SC1)NC(=O)C1=CC=C(C=N1)N1CCC2(CN(C2)C(=O)OC(C)(C)C)CC1 tert-butyl 7-(6-((4-(2-chlorophenyl)thiazol-2-yl)carbamoyl)pyridin-3-yl)-2,7-diazaspiro[3.5]nonane-2-carboxylate